BrCCCOC1OCCCC1 2-[(3-bromopropyl)oxy]Tetrahydropyran